IC1=C(C=CC=C1)[C@H]1[C@H](CCCC1)N(C([O-])=O)C(CCCCC)O 1-(2-iodophenyl)-(S)-1-hydroxyhexyl-(S)-2-cyclohexylcarbamate